N-(2-((5-cyano-4-(phenylamino)pyrimidin-2-yl)amino)-5-(morpholinomethyl)phenyl)acrylamide C(#N)C=1C(=NC(=NC1)NC1=C(C=C(C=C1)CN1CCOCC1)NC(C=C)=O)NC1=CC=CC=C1